CN(C(CC)NC(C=C)=O)C N-(1-dimethylaminopropyl)acrylamide